C1(=CC=CC=2OC3=C(C21)C=CC=C3)C3=NN=NC=C3 dibenzofuranyl-triazine